C(=O)(O)CC[NH3+] (2-carboxy)ethylammonium